(4S)-phenylbenzhydrylpiperazine C1(=CC=CC=C1)C1N(CCNC1)C(C1=CC=CC=C1)C1=CC=CC=C1